C1(CC1)[C@H](CP(O)(=O)C)C1=CC(=NC=C1)OCC1CCN(CC1)C1=C(C=CC(=C1)OC)CCCC(C)(C)C ((S)-2-cyclopropyl-2-(2-((1-(2-(4,4-dimethylpentyl)-5-methoxyphenyl)piperidin-4-yl)methoxy)pyridin-4-yl)ethyl)(methyl)phosphinic acid